Cl.Cl.F\C(=C/CN)\CS(=O)(=O)C=1C(=NC=CC1)C(C)C (Z)-3-fluoro-4-(2-isopropylpyridin-3-ylsulfonyl)but-2-en-1-amine dihydrochloride